ClC=1C=C(C=CC1Cl)C=1N=C(SC1SC(C)C)N1N=C(C(=C1C(=O)O)C1=CC(=CC(=C1)F)F)C 1-(4-(3,4-dichlorophenyl)-5-(isopropylsulfanyl)thiazol-2-yl)-4-(3,5-difluorophenyl)-3-methyl-1H-pyrazole-5-carboxylic acid